C(O)(O)=O.OCC(C(=O)O)(C1=CC=CC=C1)O dihydroxyphenylpropionic acid carbonate